carbon dioxide, carbamate salt C(N)([O-])=O.[C+](=O)=O